Methyl 9-(3-chlorophenyl)-6-hydroxy-[1,2,4]triazolo[1,5-h][1,7]naphthyridine-5-carboxylate ClC=1C=C(C=CC1)C1=NC=2C=3N(C(=C(C2C=C1)O)C(=O)OC)N=CN3